1-{[3-(1H-imidazol-5-yl)-2-[3-(trifluoromethyl)-1H-1,2,4-triazol-5-yl]imidazo[1,2-a]pyrimidin-6-yl]methoxy}butane-2,3-diol N1C=NC=C1C1=C(N=C2N1C=C(C=N2)COCC(C(C)O)O)C2=NC(=NN2)C(F)(F)F